CN1CC[C@]12CN(CC2)C2=CC=CC(=N2)NC=2C1=C(C(=NC2)C2=C3C(=NC=C2)N(C=C3)C)CNC1=O (S)-7-((6-(1-methyl-1,6-diaza-spiro[3.4]octan-6-yl)pyridin-2-yl)amino)-4-(1-methyl-1H-pyrrolo[2,3-b]pyridin-4-yl)-2,3-dihydro-1H-pyrrolo[3,4-c]pyridin-1-one